3-(2,2-Dimethylindolin-5-yl)-4-[4-[(3S)-1-(3-fluoropropyl)pyrrolidin-3-yl]oxyphenyl]-2H-thiochromen-7-ol CC1(NC2=CC=C(C=C2C1)C=1CSC2=CC(=CC=C2C1C1=CC=C(C=C1)O[C@@H]1CN(CC1)CCCF)O)C